3-(1,4-Dimethyl-1H-benzotriazol-5-yl)-3-(7-{[(4R)-4-ethyl-1,1-dioxo-3,4-dihydro-2H-5,1,2-benzoxathiazepin-2-yl]methyl}-2,3-dihydro-1H-inden-5-yl)propanoic acid CN1N=NC2=C1C=CC(=C2C)C(CC(=O)O)C=2C=C1CCCC1=C(C2)CN2S(C1=C(O[C@@H](C2)CC)C=CC=C1)(=O)=O